CN1C(C=C(C=C1C)NC(C)=O)=O N-(1,6-dimethyl-2-oxo-1,2-dihydropyridin-4-yl)acetamide